1,1-bis(2-hydroxy-3-methylphenyl)tetracosane OC1=C(C=CC=C1C)C(CCCCCCCCCCCCCCCCCCCCCCC)C1=C(C(=CC=C1)C)O